CC1(OB(OC1(C)C)C=1C=NC=2N(C1)C=NN2)C 6-(4,4,5,5-tetramethyl-1,3,2-dioxaborolan-2-yl)-[1,2,4]triazolo[4,3-a]pyrimidine